C(=O)(OC(C)(C)C)N[C@H](CC1=CC=C(C=C1)C(F)(F)F)C(=O)O Boc-4-(trifluoromethyl)-D-phenylalanine